C(C)(C)(C)C1N(CCN(C1)CCN(CCCCCC(OCCCCCCCCCCC)=O)CCCCCCCC(=O)OC(CCCCCCCC)CCCCCC)C(=O)O.C(CCCC\C=C/C\C=C/C\C=C/CCCCC)(=O)N(C)CC(=O)O γ-linolenoyl-sarcosine tert-butyl-4-[2-[[8-(1-hexylnonoxy)-8-oxo-octyl]-(6-oxo-6-undecoxy-hexyl)amino]ethyl]piperazine-1-carboxylate